[N+](#[C-])CCC=1C(=C(C(=O)C2=CC=CC=C2)C=C(C1)Br)O isocyanoethyl-5-bromo-2-hydroxybenzophenone